ClC=1C(=C(C=CC1)NC=1C2=C(N=CN1)C=CC(=N2)N2CC1(C2)CN(CC1)C(=O)OC(C)(C)C)F tert-Butyl 2-(4-((3-chloro-2-fluorophenyl)amino)pyrido[3,2-d]pyrimidin-6-yl)-2,6-diazaspiro[3.4]octane-6-carboxylate